FC1(C(C2=C(C(=C=C=C12)OC=1C=C(CC#N)C=CC1)C(F)(F)F)O[Si](C)(C)C(C)(C)C)F 3-{8,8-difluoro-7-tert-butyldimethylsilyloxy-5-(trifluoromethyl)bicyclo[4.2.0]oct-1,3,5-triene-2-enyloxy}benzyl cyanide